4-(4-bromophenyl)-3,4-dihydro-2H-benzo[b][1,4]oxazine BrC1=CC=C(C=C1)N1C2=C(OCC1)C=CC=C2